(1-(3-amino-6-(2-hydroxyphenyl)pyridazin-4-yl)-4-phenylpiperidin-4-yl)(piperazin-1-yl)methanone hydrochloride Cl.NC=1N=NC(=CC1N1CCC(CC1)(C1=CC=CC=C1)C(=O)N1CCNCC1)C1=C(C=CC=C1)O